ethyl (S)-2-(5-(1-(5-(4-(1,3-dioxolan-2-yl)piperidin-1-yl)pyridin-3-yl)piperidine-3-carboxamido)-2-oxopyridin-1(2H)-yl)acetate O1C(OCC1)C1CCN(CC1)C=1C=C(C=NC1)N1C[C@H](CCC1)C(=O)NC=1C=CC(N(C1)CC(=O)OCC)=O